O[C@H](CN1C=NC2=C(C1=O)C(=C(C(N2C)=O)F)NC2=C(C=C(C=C2)I)F)CO (R)-3-(2,3-dihydroxypropyl)-6-fluoro-5-(2-fluoro-4-iodophenyl-amino)-8-methylpyrido[2,3-d]pyrimidine-4,7(3H,8H)-dione